4,4-dimethyl-4,5-dihydro-1H-imidazole-5-carboxamide CC1(N=CNC1C(=O)N)C